N1C(=S)NC(=O)C=C1 2-Thiouracile